C(C)OC(CC(=C(C=CC1=C(C=CC=C1)F)O)C(\C=C\C1=C(C=CC=C1)F)=O)=O 6-(2-fluorophenyl)-3-((E)-3-(2-fluorophenyl)acryloyl)-4-hydroxy-hexa-3,5-dienoic acid ethyl ester